FC=1C=C(C=CC1)C=1C(=CC=CC1)S(=O)(=O)C1=CC=C(C=C1)NC(=O)NCC=1C=NNC1 1-[4-(3'-Fluoro-biphenyl-2-sulfonyl)-phenyl]-3-(1H-pyrazol-4-ylmethyl)-urea